racemic-(2-(4-aminophenyl)-2-hydroxyethyl)carbamic acid tert-butyl ester C(C)(C)(C)OC(NC[C@H](O)C1=CC=C(C=C1)N)=O |r|